OC1=NC(=NC(=C1C(=O)OCC1=CC=CC=C1)OC)C benzyl 4-hydroxy-6-methoxy-2-methylpyrimidine-5-carboxylate